O=C(CNC1=C(C#N)C(=CC(=N1)C(F)(F)F)C(F)(F)F)N1CC(NC2=CC=CC=C12)=O 2-((2-oxo-2-(3-oxo-3,4-dihydroquinoxalin-1(2H)-yl)ethyl)amino)-4,6-bis(trifluoromethyl)nicotinonitrile